3-[1-(4-methoxybenzyl)-2,2-dioxo-1H-4,2,1-benzoxathiazin-3-yl]propan-1-ol COC1=CC=C(CN2S(C(OC3=C2C=CC=C3)CCCO)(=O)=O)C=C1